glycerol glyceryl-oxy-propionate C(C(O)CO)OC(C(=O)OCC(O)CO)C